OC1CCN(CC1)C1=CC=C(NC=2N=CC3=C(N2)N(C(C(=C3)N3CCN(C2=C(C=CC=C32)C)C(C=C)=O)=O)C)C=C1 2-[4-(4-hydroxy-1-piperidinyl)anilino]-8-methyl-6-(5-methyl-4-prop-2-enoyl-2,3-dihydroquinoxalin-1-yl)pyrido[2,3-d]pyrimidin-7-one